(R)-5-((5-([1,2,4]triazolo[1,5-a]pyridin-6-yl)-7H-pyrrolo[2,3-d]pyrimidin-2-yl)amino)-1-methylpiperidin-2-one N=1C=NN2C1C=CC(=C2)C2=CNC=1N=C(N=CC12)N[C@@H]1CCC(N(C1)C)=O